ClC=1C=CC2=C(N(C=3N=C(C=CC3C2=O)N(CCOC)CC(F)F)CC(=O)[O-])C1OCC.[Na+] sodium 2-(8-chloro-2-((2,2-difluoroethyl)(2-methoxyethyl)amino)-9-ethoxy-5-oxobenzo[b][1,8]naphthyridin-10(5H)-yl)acetate